rac-(1S,2S)-N-[2-(3-chlorophenyl)-2-methoxy-propyl]-2-phenyl-cyclopropanecarboxamide ClC=1C=C(C=CC1)C(CNC(=O)[C@@H]1[C@H](C1)C1=CC=CC=C1)(C)OC |r|